Furanal oxide O1C2(C(C=C1)O2)C=O